2-(3-(Difluoromethyl)-1-((4-methoxy-3,5-dimethylpyridin-2-yl)methyl)-1H-pyrazole-4-carbonyl)-3-hydroxycyclohex-2-en-1-one FC(C1=NN(C=C1C(=O)C=1C(CCCC1O)=O)CC1=NC=C(C(=C1C)OC)C)F